ClC1=CC(=C(C=C1)N1N=NC(=C1CN1NC=C(C=C1)N(C)C)C)F 2-[[3-(4-chloro-2-fluoro-phenyl)-5-methyl-triazol-4-yl]methyl]-5-(dimethylamino)pyridazin